5-((1S)-1-(6-chloro-1,1-dioxo-4-oxo-3,4-dihydro-2H-benzo[e][1,2]thiazin-2-yl)-2-(6-fluoro-2,3-dimethylphenyl)propyl)-1,3,4-oxadiazol-2(3H)-one ClC=1C=CC2=C(C(CN(S2(=O)=O)[C@@H](C(C)C2=C(C(=CC=C2F)C)C)C2=NNC(O2)=O)=O)C1